C1(CC1)C1=C(C=C(C=C1)C)NC1=CC(=C2C(=N1)C(=CN2C)C#N)C 5-((2-cyclopropyl-5-methylphenyl)amino)-1,7-dimethyl-1H-pyrrolo[3,2-b]pyridine-3-carbonitrile